diethoxyphosphoryl-tert-butylamine C(C)OP(=O)(OCC)NC(C)(C)C